(R)-4-((2-(3-Amino-4,4-difluoropiperidin-1-yl)-4-chloro-1H-benzo[d]imidazol-1-yl)methyl)benzonitril N[C@@H]1CN(CCC1(F)F)C1=NC2=C(N1CC1=CC=C(C#N)C=C1)C=CC=C2Cl